(5-(5-fluoro-2-methoxypyridin-4-yl)-1H-pyrazole-3-carbonyl)-N-((1r,4r)-4-hydroxy-4-(trifluoromethyl)cyclohexyl)-4-azaspiro[2.5]octane-7-carboxamide FC=1C(=CC(=NC1)OC)C1=CC(=NN1)C(=O)C1CC12NCCC(C2)C(=O)NC2CCC(CC2)(C(F)(F)F)O